S(=O)(OC1=C(C=C(C=C1)NC(CCN1C(C=CC1=O)=O)=O)C(F)(F)F)[O-] 4-(3-(2,5-Dioxo-2,5-dihydro-1H-pyrrol-1-yl) propanamido)-2-trifluoromethylphenyl sulfite